(2R,3S,4S,5R)-3-(3,4-difluoro-2-methoxyphenyl)-4,5-dimethyl-N-(2-(2-methylhydrazine-1-carbonyl)pyridin-4-yl)-5-(trifluoromethyl)tetrahydrofuran-2-carboxamide FC=1C(=C(C=CC1F)[C@H]1[C@@H](O[C@]([C@H]1C)(C(F)(F)F)C)C(=O)NC1=CC(=NC=C1)C(=O)NNC)OC